2-phenyl-5,6,7,8-tetrahydro-10H-oxazolo[5,4-D]pyrido[1,2-a]pyrimidine-10-one C1(=CC=CC=C1)C=1OC=2N=C3N(C(C2N1)=O)CCCC3